CC1=CC[C@@H](CC1)/C(=C\CC=C(C)C)/C (R,Z)-α-bisabolene